C(C)(C)(C)C1=C(C=CC=C1)N1C(=C(C(=C1)C1=CC=CC=C1)C1=NC=CC=C1)CC1=CC=CC=C1 N-(2-tert-butyl-phenyl)-3-(2-pyridyl)-2-benzyl-4-phenyl-pyrrole